NC1=CC=C(C=C1)S(=O)(=O)NCC(C)N1CCC2=CC=CC=C12 4-amino-N-(2-(indolin-1-yl)propyl)benzenesulfonamide